C(C)(=O)OC1(C(CC1)C)C[N+](=O)[O-] methyl-(1-(nitromethyl) cyclobutyl) acetate